NCCOP(O)(O)=O 2-aminoethyl-phosphoric acid